glycerol di-lactate mono-palmitate C(CCCCCCCCCCCCCCC)(=O)OCC(COC(C(O)C)=O)OC(C(O)C)=O